2-[(3-methylazetidin-3-yl)amino]ethanol CC1(CNC1)NCCO